P(=O)(O)(O)O[C@H]1[C@H]([C@@H](O[C@@H]1CO)N1C(=O)NC(=O)C=C1)OC#CC 2'-O-propynyl-uridine-3'-phosphate